C(C1=CC=CC=C1)OC=1C=CC2=C(C(=C(S2)C)C(=O)NC)C1 5-(benzyloxy)-N,2-dimethyl-1-benzothiophene-3-carboxamide